methyl 3-(methoxymethyl)-4-oxochroman-6-carboxylate COCC1COC2=CC=C(C=C2C1=O)C(=O)OC